COC1=C(C=C(C=N1)NC=1C(=CC=CC1)N)C N1-(6-methoxy-5-methylpyridin-3-yl)benzene-1,2-diamine